C(C)N1CCNC(C2=C1C=C(C=C2)C(=O)O)=O 1-ethyl-5-oxo-2,3,4,5-tetrahydro-1H-benzo[e][1,4]diazepine-8-carboxylic acid